P(=O)(OCC(F)F)(OCC(F)F)OCC(F)(F)F bis(2,2-difluoroethyl) 2,2,2-trifluoroethyl phosphate